desamino-phenylalanine C(CC1=CC=CC=C1)C(=O)O